FC1=C(C(=C(C=C1N1N=C(C2=NC(=CC=C21)N2C1(CC1)COCC2)C)C(F)(F)F)F)O 2,6-Difluoro-3-(3-methyl-5-(7-oxa-4-azaspiro[2.5]octan-4-yl)-1H-pyrazolo[4,3-b]pyridin-1-yl)-5-(trifluoromethyl)phenol